The molecule is a 3-sn-phosphatidyl-L-serine in which the phosphatidyl acyl groups at positions 1 and 2 are specified as oleoyl and linoleoyl respectively. It derives from an oleic acid and a linoleic acid. It is a conjugate acid of a 1-oleoyl-2-linoleoyl-sn-glycero-3-phospho-L-serine(1-). CCCCCCCC/C=C\\CCCCCCCC(=O)OC[C@H](COP(=O)(O)OC[C@@H](C(=O)O)N)OC(=O)CCCCCCC/C=C\\C/C=C\\CCCCC